3-(hexafluoroisopropoxy)-5-methyl-2-hydroxyquinoxaline FC(C(C(F)(F)F)OC=1C(=NC2=CC=CC(=C2N1)C)O)(F)F